FC1=C(COC2=CC=C(C=C2)NS(=O)(=O)N2CCCCC2)C=CC=C1 N-(4-((2-fluorobenzyl)oxy)phenyl)piperidine-1-sulfonamide